6-[3-hydroxy-4-(3-{3-[(propan-2-yl)amino]pyrrolidin-1-yl}-1,2,4-triazin-6-yl)phenyl]-3-methylpyrimidin-4(3H)-one OC=1C=C(C=CC1C1=CN=C(N=N1)N1CC(CC1)NC(C)C)C1=CC(N(C=N1)C)=O